2-(3β-(tert-butyldimethylsilyloxy)-androst-5-en-17β-yloxy)-acetate [Si](C)(C)(C(C)(C)C)O[C@@H]1CC2=CC[C@H]3[C@@H]4CC[C@@H]([C@@]4(C)CC[C@@H]3[C@]2(CC1)C)OCC(=O)[O-]